CC=1C=C(C=NC1C)NC(C(N1[C@H](CC[C@@H](C1)C)C=1C=CC2=C(N=C(S2)[C@H]2CC(N(CC2)C)(C)C)C1)=O)=O N-(5,6-dimethyl-3-pyridyl)-2-oxo-2-[(2R,5S)-5-methyl-2-[2-[(4R)-1,2,2-trimethyl-4-piperidyl]-1,3-benzothiazol-5-yl]-1-piperidyl]acetamide